C(C1=CC=CC=C1)OC=1C(C(=CN2C1C(N1CCCCC2(C1)C)=O)C(=O)NCC1=C(C=C(C=C1F)F)F)=O 12-(benzyloxy)-7-methyl-1,11-dioxo-N-(2,4,6-trifluorobenzyl)-1,4,5,6,7,11-hexahydro-3H-2,7-methanopyrido[1,2-a][1,4]diazonine-10-carboxamide